NC(=O)C1=CC=CC2=CN(N=C12)C1=CC=C(CN(C)CC2C[NH+](CCC2)C)C=C1 3-{[{4-[7-(aminocarbonyl)-2H-indazole-2-yl]benzyl}(methyl)amino]methyl}-1-methylpiperidinium